ClC=1C(N(C=C(C1C)C=1NC2=CC=C(C=C2C1C(C)C)C1CCN(CC1)CC(C)(C)O)C)=O 3-chloro-5-(5-(1-(2-hydroxy-2-methylpropyl)piperidin-4-yl)-3-isopropyl-1H-indol-2-yl)-1,4-dimethylpyridin-2(1H)-one